2-Bromo(trifluoromethoxy)dibenzo[b,f][1,4]oxazepin BrC=1C=CC2=C(C=NC3=C(O2)C=CC=C3)C1OC(F)(F)F